(R)-N-(3-(1-((2-Amino-5-(1-methyl-1H-pyrazol-4-yl)pyridin-3-yl)oxy)ethyl)phenyl)-4-chloro-3-(dimethylamino)benzamid NC1=NC=C(C=C1O[C@H](C)C=1C=C(C=CC1)NC(C1=CC(=C(C=C1)Cl)N(C)C)=O)C=1C=NN(C1)C